CN1N=CC(=C1)C1=CN2C(S1)=C(C=N2)C(=O)NC=2C(=NC=C(C2)NC(CN2CC(N(CC2)C)=O)=O)C 2-(1-methyl-1H-pyrazol-4-yl)-N-(2-methyl-5-(2-(4-methyl-3-oxopiperazin-1-yl)acetamido)pyridin-3-yl)pyrazolo[5,1-b]thiazole-7-carboxamide